C(C(C)(C)C)(=O)[Pt] pivaloyl-platinum